FC(C=1C=CC(=NC1)OC1=CC2=C(N=C(S2)N2C([C@H]3[C@H]4C=C[C@@H]([C@H]3C2=O)C4)=O)C=C1)(F)F (1R,2S,6R,7S)-4-[6-[[5-(trifluoromethyl)-2-pyridinyl]oxy]-1,3-benzothiazol-2-yl]-4-azatricyclo[5.2.1.02,6]dec-8-ene-3,5-dione